N-(3-((2-((3-methyl-1-(1-methylpiperidin-4-yl)-1H-pyrazol-4-yl)amino)-5-(trifluoromethyl)pyridin-4-yl)amino)propyl)oxetane-3-carboxamide CC1=NN(C=C1NC1=NC=C(C(=C1)NCCCNC(=O)C1COC1)C(F)(F)F)C1CCN(CC1)C